C(#N)\C=C/1\CN(CC1)C(=O)OC(C)(C)C (E)-tert-Butyl 3-(cyanomethylene)pyrrolidine-1-carboxylate